3-oxocyclobutane-1-carbonitrile O=C1CC(C1)C#N